C1(CCCCC1)OCC=1C=C2CCN3C(C2=CC1)=CC(=NC3=O)OC[C@H]3OCCOC3 9-Cyclohexyloxymethyl-2-((S)-1-[1,4]dioxan-2-ylmethoxy)-6,7-dihydro-pyrimido[6,1-a]isoquinolin-4-one